COC1=C(C=C(C=C1)C/C(=N\\O)/C(=O)NCCC2=CN=CN2)Br The molecule is a monocarboxylic acid amide that is N-[2-(1H-imidazol-4-yl)ethyl]propanamide substituted by a hydroxyimino group at position 2 and a 3-bromo-4-methoxyphenyl group at position 3. A bromotyrosine derivative isolated from the marine sponge Verongula gigantea, it exhibits histamine-H3 antagonist activity. It has a role as an animal metabolite, a marine metabolite and a H3-receptor antagonist. It is a ketoxime, a monomethoxybenzene, a member of bromobenzenes, a member of imidazoles and a monocarboxylic acid amide.